C(C1=CC=CC=C1)(=O)C=1C(NC2=CC=CC=C2N1)=O 3-benzoylquinoxalin-2(1H)-one